5-((1S,6S)-5-((7-ethyl-6-carbonyl-5,6-dihydro-1,5-naphthyridin-3-yl)methyl)-2,5-diazabicyclo[4.2.0]octan-2-yl)-N-methylpyridine-2-carboxamide C(C)C=1C(NC=2C=C(C=NC2C1)CN1CCN([C@H]2CC[C@H]12)C=1C=CC(=NC1)C(=O)NC)=C=O